N1N=CC(=C1)C1=NNC2=CC=C(C=C12)NC1=NC=C(C(=N1)NC1=C(C=CC=C1)P(C)(C)=O)Cl (2-((2-((3-(1H-pyrazol-4-yl)-1H-indazol-5-yl)amino)-5-chloropyrimidin-4-yl)amino)phenyl)dimethyl-phosphine oxide